5-bromo-1,3-di-tert-butyl-9,9-dimethyl-9H-fluorene BrC1=C2C=3C=C(C=C(C3C(C2=CC=C1)(C)C)C(C)(C)C)C(C)(C)C